BrC1=CC=C2C=3C(=NC=NC13)N(C2=O)C2C(NC(CC2)=O)=O 3-(8-bromo-5-oxo-pyrrolo[2,3,4-de]quinazolin-4(5H)-yl)piperidine-2,6-dione